5-methyl-6,7,8,9-tetrahydro-5H-pyrido[3',4':4,5]Pyrrolo[2,3-c]Pyridazine CC1NCCC2=C1C1=C(N=NC=C1)N2